ClC=1C(C=2C=CC=NC2C(C1Cl)=O)=O 6,7-dichlorio-5,8-quinolinedione